(+)-4,4-difluoro-2-(4-fluorophenyl)-N-[4-(5,7,7-trimethyl-4-oxo-3-phenyl-4,5,6,7-tetrahydro-1H-pyrrolo[3,2-c]pyridin-2-yl)pyridin-2-yl]butanamide FC(CC(C(=O)NC1=NC=CC(=C1)C1=C(C=2C(N(CC(C2N1)(C)C)C)=O)C1=CC=CC=C1)C1=CC=C(C=C1)F)F